FC(C(=O)O)(F)F.C(C)C1CC(NC1)C=1N=C2N(C=C(N=C2)NC(=O)C2=CC=C3C(=NN(C3=C2)C)C)C1 rac-N-[2-(4-ethylpyrrolidin-2-yl)imidazo[1,2-a]pyrazin-6-yl]-1,3-dimethylindazole-6-carboxamide trifluoroacetate